(2,6-Dichloropyridin-4-yl)methyl (S)-2-aminodecanoate hydrochloride Cl.N[C@H](C(=O)OCC1=CC(=NC(=C1)Cl)Cl)CCCCCCCC